Cl.ClC1=CC(=C2C(=N1)CCC2)Cl 2,4-dichloro-6,7-dihydro-5H-cyclopenta[b]pyridine HCl salt